ethyl 8-methyl-2-[(pyrimidin-2-yl) methyl]-4,5-dihydro-2H-furo[2,3-g]indazole-7-carboxylate CC1=C(OC=2CCC3=CN(N=C3C21)CC2=NC=CC=N2)C(=O)OCC